CN(C=1C=C(C=CC1F)\C=N\N(C1=NS(C2=C1C=CC=C2)(=O)=O)C)C N-[(E)-[3-(Dimethylamino)-4-fluoro-phenyl]methylenamino]-N-methyl-1,1-dioxo-1,2-benzothiazol-3-amin